tert-butyl 4-(4-(pyrazin-2-yloxy)phenyl)piperidine-1-carboxylate N1=C(C=NC=C1)OC1=CC=C(C=C1)C1CCN(CC1)C(=O)OC(C)(C)C